2-((4-((2-chloropyrimidin-4-yl)oxy)-3-fluorophenyl)amino)nicotinic acid ClC1=NC=CC(=N1)OC1=C(C=C(C=C1)NC1=C(C(=O)O)C=CC=N1)F